N1(CCOCC1)C1=NC(=NC(=N1)C=1SC(=CC1)CN1CCOCC1)C1=CC=C(C=C1)NC(=O)NC=1N=NNN1 1-(4-(4-morpholinyl-6-(5-(morpholinomethyl)thiophen-2-yl)-1,3,5-triazin-2-yl)phenyl)-3-(2H-tetrazol-5-yl)urea